C(C)OC(=O)C=1C(=NC(=CC1)Cl)CBr.FC(C=1C(=C(C=CC1)[C@@H](C)NC=1C2=C(N=C(N1)C)C=NC(=C2)N2C[C@@H](CCC2)S(=O)(=O)N)F)F |&1:38| (3RS)-1-[4-({(1R)-1-[3-(difluoromethyl)-2-fluorophenyl]ethyl}amino)-2-methylpyrido[3,4-d]pyrimidin-6-yl]piperidin-3-sulfonamide ethyl-2-(bromomethyl)-6-chloro-pyridine-3-carboxylate